C(C(=C)C)(=O)O.C(C(=C)C)(=O)O.C(C(=O)O)(=O)O oxalic acid dimethacrylate